4-[4-(4-bromo-2-pyridinyl)piperazine-1-carbonyl]piperidine-1-carboxylic acid tert-butyl ester C(C)(C)(C)OC(=O)N1CCC(CC1)C(=O)N1CCN(CC1)C1=NC=CC(=C1)Br